2,6-ditert-butyl-phenoxide C(C)(C)(C)C1=C([O-])C(=CC=C1)C(C)(C)C